(E)-3-(4-Methylphenylsulfonyl)propenenitrile CC1=CC=C(C=C1)S(=O)(=O)/C=C/C#N